COC=1C=C2C(=C3C(=NC2=CC1OCCCN1CCCC1)CCCCC3)NC3CCN(CC3)C=3C=NC=CC3 N-{2-methoxy-3-[3-(pyrrolidin-1-yl)propoxy]-6H,7H,8H,9H,10H-cyclohepta[b]quinolin-11-yl}-1-(pyridin-3-yl)piperidin-4-amine